(S)-N-(1-(6-(5-chloro-3-fluoropyridin-2-yl)-1-neopentyl-1H-indol-3-yl)-2,2-difluoroethyl)cyclopropanesulfonamide ClC=1C=C(C(=NC1)C1=CC=C2C(=CN(C2=C1)CC(C)(C)C)[C@@H](C(F)F)NS(=O)(=O)C1CC1)F